2-(2-((5-(1-aminoisoquinolin-5-yl)-1-cyclobutyl-1H-indazol-3-yl)methoxy)-4-fluorophenyl)acetic acid NC1=NC=CC2=C(C=CC=C12)C=1C=C2C(=NN(C2=CC1)C1CCC1)COC1=C(C=CC(=C1)F)CC(=O)O